cyclopenta[c]pyridine-1,5-diamine C=1(NC=CC=2C1C=CC2N)N